2-(4-(difluoromethoxy)-2,6-diisopropylphenyl)-N-(2-(2-hydroxypropan-2-yl)-4-methylthiazole-5-sulfonimidoyl)acetamide FC(OC1=CC(=C(C(=C1)C(C)C)CC(=O)NS(=O)(=N)C1=C(N=C(S1)C(C)(C)O)C)C(C)C)F